6-(tributylstannyl)pyridineamide C(CCC)[Sn](C1=CC=CC(=N1)C(=O)N)(CCCC)CCCC